ClC1=CC(=C(C=C1)N1CCC(CC1)C=1N=C(NC1)C)F 4-[1-(4-chloro-2-fluorophenyl)piperidin-4-yl]-2-methyl-1H-imidazol